(S)-4-(5-(3-((2-((S)-3-carboxybutanoyl)-4-chloro-7-fluoro-6-methoxybenzo[b]thiophen-5-yl)oxy)propoxy)-4-chloro-7-fluoro-6-methoxyisoindolin-2-yl)-2-methyl-4-oxobutanoic acid C(=O)(O)[C@H](CC(=O)C1=CC2=C(S1)C(=C(C(=C2Cl)OCCCOC=2C(=C1CN(CC1=C(C2OC)F)C(C[C@@H](C(=O)O)C)=O)Cl)OC)F)C